2-((4-fluoro-1H-pyrazol-3-yl)methyl)-4-methyl-4H-thiazolo[5',4':4,5]pyrrolo[2,3-d]pyridazin-5(6H)-one FC=1C(=NNC1)CC=1SC2=C(N(C=3C(NN=CC32)=O)C)N1